NC1=C(N=CC2=C(C=CC=C12)C1=CN=NC=C1C#N)C(=O)NCCC 4-amino-8-(5-cyanopyridazin-4-yl)-N-propylisoquinoline-3-carboxamide